3,6-di(9H-carbazol-9-yl)-4-(4,6-diphenyl-1,3,5-triazin-2-yl)-[1,1'-biphenyl]-2-carbonitrile C1=CC=CC=2C3=CC=CC=C3N(C12)C1=C(C(=C(C=C1C1=NC(=NC(=N1)C1=CC=CC=C1)C1=CC=CC=C1)N1C2=CC=CC=C2C=2C=CC=CC12)C1=CC=CC=C1)C#N